(E)-N-(3-fluoro-2-methylphenyl)-3-(3-fluoro-3-methyl-2-oxoindolin-6-yl)acrylamide FC=1C(=C(C=CC1)NC(\C=C\C1=CC=C2C(C(NC2=C1)=O)(C)F)=O)C